C(C)(=O)N1C[C@H](CCC1)CN1N=CC(=C1C)C=1C=C(C=2N(C1)N=CC2C#N)SC2=C(C=CC=C2)C#N (S)-6-(1-((1-acetylpiperidin-3-yl)methyl)-5-methyl-1H-pyrazol-4-yl)-4-((2-cyanophenyl)thio)pyrazolo[1,5-a]pyridine-3-carbonitrile